FC(C=1C=C2C(C(=O)OC(N2)=O)=CC1)(F)F 4-(trifluoromethyl)isatoic anhydride